Cl.CC1=C(N=NN1C1CCNCC1)C=1C=C(C=2N(C1)N=CC2C#N)OC(C)C=2SC(=CN2)C 6-[5-Methyl-1-(4-piperidyl)triazol-4-yl]-4-[1-(5-methylthiazol-2-yl)ethoxy]pyrazolo[1,5-a]pyridine-3-carbonitrile HCl